tert-butyl 4-((S)-2-((tert-butoxycarbonyl)amino)-3-hydroxypropyl)-2,2-dimethyl-5-oxopyrrolidine-1-carboxylate C(C)(C)(C)OC(=O)N[C@@H](CC1CC(N(C1=O)C(=O)OC(C)(C)C)(C)C)CO